3-(4-(2-(2-acetyl-1,2,3,4-tetrahydropyrrolo[1,2-a]pyrazine-6-carboxamido)-2-((1R,3s,5S)-bicyclo[3.1.0]hexan-3-yl)acetamido)-2-fluorophenyl)-4-chloro-2-methylpyridine 1-oxide C(C)(=O)N1CC=2N(CC1)C(=CC2)C(=O)NC(C(=O)NC2=CC(=C(C=C2)C=2C(=[N+](C=CC2Cl)[O-])C)F)C2C[C@H]1C[C@H]1C2